pyridyl-methanesulfonamide N1=C(C=CC=C1)CS(=O)(=O)N